FC(C(=O)O)(F)F.FC(C(=O)O)(F)F.C12CN(CC(CC1)N2)C2=NC(=C(C1=C(C(=NC=C21)C2=CC(=CC1=CC=C(C(=C21)C#C)F)O)F)C)NC(C)=O N-(1-(3,8-diazabicyclo[3.2.1]octan-3-yl)-6-(8-ethynyl-7-fluoro-3-hydroxynaphthalen-1-yl)-5-fluoro-4-methyl-2,7-naphthyridin-3-yl)acetamide bis(2,2,2-trifluoroacetate)